C1(=CC=CC2=CC=C3C=C4C=CC=CC4=CC3=C12)NC=1C=C2C=3C=C(C=CC3NC2=CC1)N N'-tetraphenyl-9H-carbazole-3,6-diamine